O1COC2=C1C=CC(=C2)CNC2=NC1=CC=CC=C1C(=N2)N2CCCC2 N-(Benzo[d][1,3]dioxol-5-ylmethyl)-4-(pyrrolidin-1-yl)quinazolin-2-amin